methyl-cis-bicyclo[2.2.1]hept-5-ene-2,3-dicarboxylic acid CC12C(C(C(C=C1)C2)C(=O)O)C(=O)O